C(=C)C1=NC(=NC=C1)N1CCC(CC1)O 1-(4-vinylpyrimidin-2-yl)piperidin-4-ol